C(C)(C)=CC(C(=O)O)(OC)OC isopropylidene-2,2-bis(methoxyl)propionic acid